N-((1s,3S)-3-(3-(tert-butyl)phenyl)cyclobutyl)-N-methyl-6-oxo-7-oxa-5-azaspiro[3.4]octane-2-carboxamide C(C)(C)(C)C=1C=C(C=CC1)C1CC(C1)N(C(=O)C1CC2(C1)NC(OC2)=O)C